C(CCCCCCCCCCC)[NH+](C)C dodecyl-dimethylammonium